2-cyano-7-methyl-3-((S)-3-methylmorpholino)quinoxalin C(#N)C1=NC2=CC(=CC=C2N=C1N1[C@H](COCC1)C)C